acryloyloxypropanoic acid C(C=C)(=O)OC(C(=O)O)C